NC1=NC=CC(=C1[N+](=O)[O-])C=1C=NN(C1)C1=CC=C(C=N1)C(CCN(C(OC(C)(C)C)=O)C)C(F)(F)F tert-butyl 3-(6-(4-(2-amino-3-nitropyridin-4-yl)-1H-pyrazol-1-yl) pyridin-3-yl)-4,4,4-trifluorobutylmethylcarbamate